2-[3,5-diethoxy-4-(methanesulfonyl)phenyl]-2-methyl-1,3-dioxolane C(C)OC=1C=C(C=C(C1S(=O)(=O)C)OCC)C1(OCCO1)C